p-phenylene benzobisoxazoleAt O1C(=NC2=C1C=CC=C2)C(=O)OC2=CC=C(C=C2)OC(=O)C=2OC1=C(N2)C=CC=C1